N-(2,2,6,6-tetramethylpiperidin-4-yl)-β-aminopropionic acid dodecyl ester C(CCCCCCCCCCC)OC(CCNC1CC(NC(C1)(C)C)(C)C)=O